ClC=1C=CC(=C(C1)[C@@H](N1C(C2=CC(=CC=C2C1)C1=CC=C(C=C1)N1CCCC1)=O)C=1NC2=CC=CC=C2C1)O (R)-2-((5-chloro-2-hydroxyphenyl)(1H-indol-2-yl)methyl)-6-(4-(pyrrolidin-1-yl)phenyl)isoindolin-1-one